FC1(CCC(CC1)C(=O)N[C@@H](CCN1[C@@H]2CC(C[C@H]1CC2)N2C(=NN=C2C(C)C)C)C2=CSC=C2)F 4,4-difluoro-N-[(1S)-3-[(1S,5R)-3-(3-methyl-5-propan-2-yl-1,2,4-triazol-4-yl)-8-azabicyclo[3.2.1]octan-8-yl]-1-thiophen-3-ylpropyl]cyclohexane-1-carboxamide